methyl 1-({[(1R)-1-(3,5-diethoxy-4-methylphenyl) ethyl] [(3E)-4-phenylpent-3-en-1-yl] carbamoyl} amino)-3,3-difluorocyclobutane-1-carboxylate C(C)OC=1C=C(C=C(C1C)OCC)[C@@H](C)N(C(=O)NC1(CC(C1)(F)F)C(=O)OC)CC\C=C(/C)\C1=CC=CC=C1